(R)- and (S)-(7R)-4,4-difluoro-12-hydroxy-1,11-dioxo-N-(2,4,6-trifluorobenzyl)-1,4,5,6,7,11-hexahydro-3H-2,7-methanopyrido[1,2-a][1,4]diazonine-10-carboxamide FC1(CN2C(C=3N([C@H](CC1)C2)C=C(C(C3O)=O)C(=O)NCC3=C(C=C(C=C3F)F)F)=O)F